N-(4-(2-fluorophenoxy)-2-(methyl(pyrrolidin-2-ylmethyl)amino)-3-(trifluoromethyl)phenyl)-2-(pyridazin-4-yl)thiazole-4-carboxamide FC1=C(OC2=C(C(=C(C=C2)NC(=O)C=2N=C(SC2)C2=CN=NC=C2)N(CC2NCCC2)C)C(F)(F)F)C=CC=C1